N-(4-(8-amino-3-methyl-5-(trifluoromethyl)imidazo[1,5-a]pyrazin-1-yl)-3-methylphenyl)-2-(3-fluorophenyl)-2-hydroxyacetamide NC=1C=2N(C(=CN1)C(F)(F)F)C(=NC2C2=C(C=C(C=C2)NC(C(O)C2=CC(=CC=C2)F)=O)C)C